CN(CCNC(=O)N1CCC2=CC(=CC=C12)C=1C=CC2=C(N(C=N2)C2=CC(=CC=C2)NS(=O)(=O)C)C1)C N-(2-(dimethylamino)ethyl)-5-(1-(3-(methylsulfonamido)phenyl)-1H-benzo[d]imidazol-6-yl)indoline-1-carboxamide